2-methyl-1-((4-(4-(trifluoromethyl)phenyl)phthalazin-1-yl)amino)propan-2-ol CC(CNC1=NN=C(C2=CC=CC=C12)C1=CC=C(C=C1)C(F)(F)F)(C)O